1-([2,2'-bipyridin]-5-yl)-1H-pyrrolo[2,3-c]pyridine N1=C(C=CC(=C1)N1C=CC=2C1=CN=CC2)C2=NC=CC=C2